2,5-dihydroxybenzene potassium [K].OC1=CC=C(C=C1)O